FC1([C@@]2(C1)CC=1N(N=C(C1C1=C3C(=NC(=C1)C)NN=C3)C3=NC=C(C=C3)F)C2)F (R)-1',1'-Difluoro-2-(5-fluoro-2-pyridyl)-3-(6-methyl-1H-pyrazolo[3,4-b]pyridin-4-yl)spiro[4,6-dihydropyrrolo[1,2-b]pyrazole-5,2'-cyclopropane]